(R)-3-(t-butyldimethylsilyloxy)propane-1,2-diol [Si](C)(C)(C(C)(C)C)OC[C@@H](CO)O